(2-(4-(difluoromethyl)-1-(2-(trifluoromethyl)phenyl)-1H-pyrazol-5-yl)-7-azaspiro[3.5]non-1-en-7-yl)-4-fluorobenzo[d]thiazole-6-carboxylic acid FC(C=1C=NN(C1C1=CC2(C1)CCN(CC2)C=2SC1=C(N2)C(=CC(=C1)C(=O)O)F)C1=C(C=CC=C1)C(F)(F)F)F